4-(4-chlorophenyl)-N-(1-methylpiperidin-3-yl)-5,6,7,8-tetrahydropyrido[3,4-d]pyridazin-1-amine ClC1=CC=C(C=C1)C=1N=NC(=C2C1CNCC2)NC2CN(CCC2)C